C1(CCCCC1)[C@H](NC(=O)C1=NON=C1C)C1=NC2=C(N1)C=C1CC(CC1=C2)(C(NC)=O)N2C(N[C@@H](C2)CC)=O N-((1S)-cyclohexyl-(6-((R)-4-ethyl-2-oxoimidazolidin-1-yl)-6-(methylcarbamoyl)-1,5,6,7-tetrahydroindeno[5,6-d]imidazol-2-yl)methyl)-4-methyl-1,2,5-oxadiazole-3-carboxamide